FC(C=1C(=C(C=CC1)[C@@H](C)NC1=C2C(=C(N=N1)C)C=NC(=C2)C=2C=CC(=C(CN1CCC(CC1)C1=CC=C(C=C1)N1CNCC=C1)C2)F)F)F (R)-1-(4-(1-(5-(1-((1-(3-(difluoromethyl)-2-fluorophenyl)ethyl)amino)-4-methyl-pyrido[3,4-d]pyridazin-7-yl)-2-fluorobenzyl)piperidin-4-yl)phenyl)dihydropyrimidine